perfluorocarboxylic acid FC(=O)O